2,3,6-trifluorophenylboronic acid FC1=C(C(=CC=C1F)F)B(O)O